ClCC=1C(=NOC1CC)C(F)(F)F 4-(chloromethyl)-5-ethyl-3-(trifluoromethyl)isoxazole